COC1=CC=C(C=C1)CC(C)NCC1=CC=CC=C1 1-(4-methoxyphenyl)-2-benzylaminopropane